[C@H]12CNC[C@H](CC1)N2C2=NC(=NC1=CC(=CC=C21)C2=C(C=CC1=CC=CC=C21)O)OC[C@H]2N(CCC2)C 1-(4-((1R,5S)-3,8-diazabicyclo[3.2.1]octan-8-yl)-2-(((S)-1-methylpyrrolidin-2-yl)methoxy)quinazolin-7-yl)naphthalen-2-ol